1-(tert-butoxycarbonyl)-3-fluoro-1-azaspiro[4.4]nonane-3-carboxylic acid C(C)(C)(C)OC(=O)N1CC(CC12CCCC2)(C(=O)O)F